(R)-3-(2-(1-methoxycyclopropane-1-carbonyl)-6-(3-methyl-1H-pyrrolo[2,3-b]pyridin-5-yl)-1,2,3,4-tetrahydroisoquinolin-8-yl)morpholine-4-carboxylic acid tert-butyl ester C(C)(C)(C)OC(=O)N1[C@@H](COCC1)C=1C=C(C=C2CCN(CC12)C(=O)C1(CC1)OC)C=1C=C2C(=NC1)NC=C2C